[(8R)-5-[4-(4-methylpyrazol-1-yl)pyrimidin-2-yl]-5-azaspiro[2.5]octan-8-yl]-[(3S)-3-pyrazin-2-yl-1,2-oxazolidin-2-yl]methanone CC=1C=NN(C1)C1=NC(=NC=C1)N1CC2(CC2)[C@@H](CC1)C(=O)N1OCC[C@H]1C1=NC=CN=C1